C(C)(C)(C)OC(=O)N1CCC(CC1)CO 4-(hydroxymethyl)piperidin-1-carboxylic acid tert-butyl ester